COC=1C=C(C=C(C1)C(=O)Cl)C(=O)Cl 5-methoxybenzene-1,3-dicarbonyl dichloride